6-[5-[1-[2-(aminomethyl)-3,3-difluoro-allyl]-5-oxo-1,2,4-triazol-4-yl]-3-methyl-2-pyridinyl]-8-methyl-3,4-dihydro-1H-quinolin-2-one NCC(CN1N=CN(C1=O)C=1C=C(C(=NC1)C=1C=C2CCC(NC2=C(C1)C)=O)C)=C(F)F